Isobutyl (E)-2-cyano-3-(1-(3-(trifluoromethyl)benzyl)-1H-pyrrolo[2,3-b]pyridin-3-yl)acrylate C(#N)/C(/C(=O)OCC(C)C)=C\C1=CN(C2=NC=CC=C21)CC2=CC(=CC=C2)C(F)(F)F